behenic acid C(CCCCCCCCCCCCCCCCCCCCC)(=O)O